COC(=O)C1=CC=C(C=C1)C1=NC(=NC=C1C)NC=1C=NN(C1)C1C[C@H]2CC[C@@H](C1)N2C(=O)OC(C)(C)C (1R,3r,5S)-tert-butyl 3-(4-((4-(4-(methoxycarbonyl)phenyl)-5-methylpyrimidin-2-yl)amino)-1H-pyrazol-1-yl)-8-azabicyclo[3.2.1]octane-8-carboxylate